(NE)-2-methyl-N-(2-thienylmethylene)propane-2-sulfinamide CC(C)(C)S(=O)/N=C/C=1SC=CC1